2-((1-Methyl-1H-pyrazol-4-yl)amino)-4-(trifluoromethyl)benzonitrile CN1N=CC(=C1)NC1=C(C#N)C=CC(=C1)C(F)(F)F